[Na+].[Na+].O=C1C(NC=2C=C(C3=C(C2N1)C=CC=C3S(=O)(=O)[NH-])[N+](=O)[O-])=O.O=C3C(NC=1C=C(C2=C(C1N3)C=CC=C2S(=O)(=O)[NH-])[N+](=O)[O-])=O 2,3-dioxo-6-nitro-1,2,3,4-tetrahydrobenzo[f]quinoxaline-7-sulfonamide disodium salt